ClC(C1=NC(=NO1)C=1C=C2C(=NC1)CN(C2=O)C2(CC2)C2=C(C=CC=C2)F)(F)F 3-[5-[chloro(difluoro)methyl]-1,2,4-oxadiazol-3-yl]-6-[1-(2-fluorophenyl)cyclopropyl]-7H-pyrrolo[3,4-b]pyridin-5-one